CNC(O[C@@H]1CC[C@H](CC1)C(N(C[C@@H]1CC[C@H](CC1)C1=CC(=C(C=C1)OC)C)C1=CC(=CC=C1)C=1C=NN(C1)C(C)C)=O)=O trans-4-((3-(1-Iso-propyl-1H-pyrazol-4-yl)phenyl)((trans-4-(4-methoxy-3-methylphenyl)cyclohexyl)methyl)carbamoyl)cyclohexyl methylcarbamate